N[C@@H](CC(=O)O)C(=O)Cl mono-L-aspartyl-chlorine